N-(cyclopropanesulfonyl)-2-{2-fluoro-4-[(3S)-3-fluoropyrrolidine-1-sulfonyl]phenyl}-4-methylquinoline-7-carboxamide C1(CC1)S(=O)(=O)NC(=O)C1=CC=C2C(=CC(=NC2=C1)C1=C(C=C(C=C1)S(=O)(=O)N1C[C@H](CC1)F)F)C